4-(2-(4-Aminophenyl)-2-methylpropionyl)piperazine-1-carboxylate NC1=CC=C(C=C1)C(C(=O)N1CCN(CC1)C(=O)[O-])(C)C